2-FLUORO-6-PHENOXYPHENYLBORONIC ACID FC1=C(C(=CC=C1)OC1=CC=CC=C1)B(O)O